tert-butyl 4-((5-(2-amino-9-chloro-10-oxo-10H-chromeno[3,2-b]pyridin-3-yl)pyridin-2-yl)amino)piperidine-1-carboxylate NC1=C(C=C2C(=N1)C(C=1C(=CC=CC1O2)Cl)=O)C=2C=CC(=NC2)NC2CCN(CC2)C(=O)OC(C)(C)C